FC(N1N=NC(=C1)C(=O)NCC=1SC(=NN1)C1=CC=CC=C1)F 1-(difluoromethyl)-N-((5-phenyl-1,3,4-thiadiazol-2-yl)methyl)-1H-1,2,3-triazole-4-carboxamide